3,5,6-trihydroxy-2-(1-oxopropyl)-4,6-diprenylcyclohexa-2,4-dien-1-one OC1=C(C(C(C(=C1CC=C(C)C)O)(CC=C(C)C)O)=O)C(CC)=O